FC1=CC=C(C=C1)C=1C(=C2N(N1)[C@H]1[C@@H](C2)C1)C1=C2C(=NC=C1)NN=C2 (4aR,5aR)-2-(4-Fluorophenyl)-3-(1H-pyrazolo[3,4-b]pyridin-4-yl)-4,4a,5,5a-tetrahydrocyclopropa[4,5]pyrrolo[1,2-b]pyrazole